(S)-N-(2,3-Difluoro-4-(2-(piperidin-3-ylamino)quinazolin-6-yl)phenyl)-2,2-difluorobutane-1-sulfonamide FC1=C(C=CC(=C1F)C=1C=C2C=NC(=NC2=CC1)N[C@@H]1CNCCC1)NS(=O)(=O)CC(CC)(F)F